NC=1N(NC=CN1)C1=CC(=C(C(=C1)Cl)OC1=CNC(C(=C1)C(C)C1CC1)=O)Cl amino-2-(3,5-dichloro-4-((5-(1-cyclopropylethyl)-6-oxo-1,6-dihydropyridin-3-yl)oxy)phenyl)-1,2,4-triazine